tert-butyl 4-(3,8-dimethyl-6-oxo-5,6-dihydropyrido[2,3-b]pyrazin-7-yl)piperidine-1-carboxylate CC1=CN=C2C(=N1)NC(C(=C2C)C2CCN(CC2)C(=O)OC(C)(C)C)=O